2-[4-({[4-(Benzyloxy)phenyl]amino}carbonyl)-1,5-dimethyl-1H-pyrrol-2-yl]-4-chlorobenzoic acid C(C1=CC=CC=C1)OC1=CC=C(C=C1)NC(=O)C=1C=C(N(C1C)C)C1=C(C(=O)O)C=CC(=C1)Cl